2-(2-fluoro-4-(4,4,5,5-tetramethyl-1,3,2-dioxaborolan-2-yl)phenoxy)-4-methyl-pyrimidine FC1=C(OC2=NC=CC(=N2)C)C=CC(=C1)B1OC(C(O1)(C)C)(C)C